1,1-di(4-aminophenyl)-1-phenylethane NC1=CC=C(C=C1)C(C)(C1=CC=CC=C1)C1=CC=C(C=C1)N